6-(1-(1-Ethoxyethyl)-1H-pyrazol-4-yl)-5-(2,2,2-trifluoroethoxy)-[1,2,4]triazolo[1,5-a]pyrazin-2-amine C(C)OC(C)N1N=CC(=C1)C=1N=CC=2N(C1OCC(F)(F)F)N=C(N2)N